4-methyl-1,4-octadiene CC(CC=C)=CCCC